(3-tolyl)-4-(methylamino)-5H-naphtho[1,8-cd]isothiazol-5-one-1,1-dioxide C1(=CC(=CC=C1)C1=C(C(C2=CC=CC3=C2C1=NS3(=O)=O)=O)NC)C